C(C)(C)(C)OC(=O)N1CCC(CC1)NC1=C(C=CC=C1)[N+](=O)[O-].C(C)(C)O[C@@H]1CNCC[C@H]1OC1=CC(=CC=C1)C(F)(F)F trans-3-isopropoxy-4-(3-(trifluoromethyl)phenoxy)piperidine tert-butyl-4-(2-nitroanilino)piperidine-1-carboxylate